5-chloro-N2-(1-ethyl-1H-pyrazol-4-yl)-N4-(6-azaspiro[2.5]oct-4-yl)-7H-pyrrolo[2,3-d]pyrimidine-2,4-diamine ClC1=CNC=2N=C(N=C(C21)NC2C1(CC1)CCNC2)NC=2C=NN(C2)CC